Ethyl (E)-8-(2-ethynylthiazol-4-yl)oct-7-enoate C(#C)C=1SC=C(N1)/C=C/CCCCCC(=O)OCC